F[C@@]1(C=2C=CC=NC2C(CC1)=O)C(=O)NCC1=C(C(=C(C=C1)F)F)F (S)-5-fluoro-8-oxo-N-(2,3,4-trifluoro-benzyl)-5,6,7,8-tetrahydroquinoline-5-carboxamide